((1S,2R)-1-(7-chloro-1,1-dioxido-4,5-dihydrobenzo[f][1,2]thiazepine-2(3H)-yl)-2-(6-fluoro-2,3-dimethylphenyl)propyl)-1,3,4-oxadiazol-2(3H)-one ClC=1C=CC2=C(CCCN(S2(=O)=O)[C@@H]([C@H](C)C2=C(C(=CC=C2F)C)C)N2C(OC=N2)=O)C1